ClC=1C=C(OC2C(C(C2(C)C)NC(=O)C=2N=NC(=CC2)N2CCN(CC2)CC=2C=C3C(N(C(C3=C(C2)F)=O)C2C(NC(CC2)=O)=O)=O)(C)C)C=CC1C#N N-((1r,3r)-3-(3-chloro-4-cyanophenoxy)-2,2,4,4-tetramethylcyclobutyl)-6-(4-((2-(2,6-dioxopiperidin-3-yl)-7-fluoro-1,3-dioxoisoindoline-5-yl)methyl)piperazin-1-yl)pyridazine-3-Formamide